6-chloro-4-((8-fluoro-2,5-dimethyl-4,5-dihydro-[1,2,4]triazolo[1,5-a]quinoxalin-6-yl)amino)-N-(methyl-d3)nicotinamide ClC1=NC=C(C(=O)NC([2H])([2H])[2H])C(=C1)NC1=C2N(CC=3N(C2=CC(=C1)F)N=C(N3)C)C